BrC(C(=O)C1=CNC2=C(C=C(C=C12)Cl)C)C1=C(C=C(C=C1)F)OC bromo-1-(5-chloro-7-methyl-1H-indol-3-yl)-2-(4-fluoro-2-methoxyphenyl)ethanone